CC=1C(=C(C=C(C1)C(F)(F)F)O)C=1C=CC=2C(N1)=NN(C2)C[C@H]2CN(CC2)C (R)-3-methyl-2-(2-((1-methylpyrrolidin-3-yl)methyl)-2H-pyrazolo[3,4-b]pyridin-6-yl)-5-(trifluoromethyl)phenol